racemic-trans-4-aminotetrahydrofuran-3-ol N[C@H]1[C@@H](COC1)O |r|